7-methyl-1H-isoindole-1,3(2H)-dione CC=1C=CC=C2C(NC(C12)=O)=O